pyrano[3,2-c]pyridin O1CC=CC=2C=NC=CC21